FC=1C=C2CN(CC2=CC1)C1=NC=2N(C(=C1)C=1C=NNC1)N=C(C2C(C)C)C(=O)NC2=CC(=NC=C2)OC 5-(5-fluoroisoindolin-2-yl)-3-isopropyl-N-(2-methoxypyridin-4-yl)-7-(1H-pyrazol-4-yl)pyrazolo[1,5-a]pyrimidine-2-carboxamide